N-(4-((4-acetamidobenzyl)amino)-2-amino-3-fluorophenyl)decanamide C(C)(=O)NC1=CC=C(CNC2=C(C(=C(C=C2)NC(CCCCCCCCC)=O)N)F)C=C1